ClC1=NC=C(C=C1)C1(CC1)C(F)(F)F 2-chloro-5-(1-(trifluoromethyl)cyclopropyl)pyridine